C(C)(C)(C)N[SiH2]O[SiH2]O[SiH2]NC(C)(C)C 1,5-Bis(tert-butylamino)trisiloxane